ClC1=C(C(=C(C=C1OC)OC)Cl)N1C(N(C2=NC(=NC=C2C1)NC1=CC(=C(C=C1)F)OC)C1CCN(CC1)C(\C=C\CN(C)C)=O)=O (E)-3-(2,6-dichloro-3,5-dimethoxyphenyl)-1-(1-(4-(dimethylamino)-but-2-enoyl)piperidin-4-yl)-7-((4-fluoro-3-methoxyphenyl)amino)-3,4-dihydro-pyrimido[4,5-d]pyrimidin-2(1H)-one